2-((2-chloro-5-nitropyridin-4-yl)amino)propanamide ClC1=NC=C(C(=C1)NC(C(=O)N)C)[N+](=O)[O-]